4-[[2-(1H-indazol-6-yl)acetyl]amino]-N-[1-(trifluoromethyl)cyclopropyl]pyridine-2-carboxamide N1N=CC2=CC=C(C=C12)CC(=O)NC1=CC(=NC=C1)C(=O)NC1(CC1)C(F)(F)F